C1(CC1)N1C(OC(C1)(C)COCC1=C(C(=O)NC2=NN=NN2C)C=CC(=N1)C(F)(F)F)=O 2-(((3-cyclopropyl-5-methyl-2-oxooxazolidin-5-yl)methoxy)methyl)-N-(1-methyl-1H-tetrazol-5-yl)-6-(trifluoromethyl)nicotinamide